O=C(C=CC1=CC=C(C(=O)O)C=C1)C1=CC=CC=C1 4-(3-oxo-3-phenylprop-1-enyl)benzoic acid